N-(4-(tert-butyl)phenyl)-2-methylpropane-1,2-diamine C(C)(C)(C)C1=CC=C(C=C1)NCC(C)(N)C